C(C1=CC=CC=C1)N1N=C(C=2C1=NC(=NC2)C(=O)NC)C=2N=CC1=CC=CC=C1C2 1-benzyl-3-(isoquinolin-3-yl)-N-methyl-1H-pyrazolo[3,4-d]pyrimidine-6-carboxamide